2-(difluoromethyl)-4-oxo-4H-pyrido[1,2-a]pyrimidine-8-carbonitrile FC(C=1N=C2N(C(C1)=O)C=CC(=C2)C#N)F